OCC=1N=C(SC1)C1=NOC(=N1)CC(C(=O)OC)(C)C Methyl 3-(3-(4-(hydroxymethyl) thiazol-2-yl)-1,2,4-oxadiazol-5-yl)-2,2-dimethylpropionate